N-(4-Fluorophenyl)-3-(5-(4-methylpyrimidin-2-carbonyl)-5,6,7,8-tetrahydro-1,5-naphthyridin-2-yl)oxetan-3-carboxamid FC1=CC=C(C=C1)NC(=O)C1(COC1)C1=NC=2CCCN(C2C=C1)C(=O)C1=NC=CC(=N1)C